Cl.ClC1=C(C=CC(=N1)C(=O)NCC)N1CCNCC1 6-chloro-N-ethyl-5-(piperazin-1-yl)pyridinecarboxamide hydrochloride